1-(3-chloro-4-methylphenyl)-3-(1-(4-(2,6-dioxopiperidin-3-yl)phenyl)azetidin-3-yl)urea ClC=1C=C(C=CC1C)NC(=O)NC1CN(C1)C1=CC=C(C=C1)C1C(NC(CC1)=O)=O